2-(benzo[d][1,3]dioxol-4-yl)-4,4,5,5-tetramethyl-1,3,2-dioxaborolane O1COC2=C1C=CC=C2B2OC(C(O2)(C)C)(C)C